C(C)(C)(C)OC(=O)N[C@H](C(=O)N[C@H](C(=O)O)CCCNC(N)=O)C(C)C (2S)-2-[(2S)-2-[(tert-butoxycarbonyl)amino]-3-methylbutanamido]-5-(carbamoylamino)pentanoic acid